5-chloro-N-[2,4-difluoro-3-[(6R)-1-(5-methyl-4H-1,2,4-triazol-3-yl)-5H,6H,7H,8H-imidazo[1,5-a]pyridin-6-yl]phenyl]-2-methylpyridine-3-sulfonamide ClC=1C=C(C(=NC1)C)S(=O)(=O)NC1=C(C(=C(C=C1)F)[C@H]1CCC=2N(C1)C=NC2C2=NN=C(N2)C)F